CN1C(=NN=C1)SC(C)C=1C=C(C=CC1)C1N(CCS(C1)(=O)=O)C(=O)N (3-(1-((4-methyl-4H-1,2,4-triazol-3-yl)thio)ethyl)phenyl)thiomorpholine-4-carboxamide 1,1-dioxide